ClC1=C(C=CC(=C1)C)S(=O)(=O)N1CCC2(CC(CO2)N2CC(C2)(O)C)CC1 1-(8-((2-chloro-4-methylphenyl)sulfonyl)-1-oxa-8-azaspiro[4.5]dec-3-yl)-3-methylazetidin-3-ol